2-(6,7-dimethoxy-4-oxoquinazolin-3(4H)-yl)-N'-(2-fluorophenyl)acethydrazide COC=1C=C2C(N(C=NC2=CC1OC)CC(=O)NNC1=C(C=CC=C1)F)=O